1,2-diheptadecanoyl-sn-glycero-3-phospho-(1'-sn-glycerol) CCCCCCCCCCCCCCCCC(=O)OC[C@H](COP(=O)(O)OC[C@H](CO)O)OC(=O)CCCCCCCCCCCCCCCC